C(C)(C)(C)C1=CC(=CC(=C1O)C(C)(C)C)CN(C)C 2,6-di-tertiary butyl-alpha-dimethylamino-p-cresol